ClC1=C(OC2=CC=C(C=N2)C2CN(C2)C(=O)OC(C)(C)C)C=CC=C1 tert-Butyl 3-(6-(2-chlorophenoxy)pyridin-3-yl)azetidine-1-carboxylate